tert-butyl 6-(2,6-dioxopiperidin-3-yl)-3,4-dihydro-2H-quinoline-1-carboxylate O=C1NC(CCC1C=1C=C2CCCN(C2=CC1)C(=O)OC(C)(C)C)=O